methyl (S)-2-(5-aminopent-1-yn-1-yl)-5-(3-(2-(4-(4-chlorophenyl)-2,3,9-trimethyl-6H-thieno[3,2-f][1,2,4]triazolo[4,3-a][1,4]diazepin-6-yl)acetamido)propanamido)benzoate NCCCC#CC1=C(C(=O)OC)C=C(C=C1)NC(CCNC(C[C@H]1C=2N(C3=C(C(=N1)C1=CC=C(C=C1)Cl)C(=C(S3)C)C)C(=NN2)C)=O)=O